2-(octyloxy)ethylphenol C(CCCCCCC)OCCC1=C(C=CC=C1)O